2-amino-N-(6'-chloro-2'-ethyl-3'-oxo-2',3'-dihydro-1'H-spiro[cyclobutane-1,4'-isoquinolin]-3-yl)acetamide NCC(=O)NC1CC2(C(N(CC3=CC=C(C=C23)Cl)CC)=O)C1